4-[3-(2,6-Dichloro-4-propan-2-ylsulfanylbenzoyl)-2,4-dihydro-1,3-benzoxazin-8-yl]-2-morpholin-4-ylbenzoic acid ClC1=C(C(=O)N2COC3=C(C2)C=CC=C3C3=CC(=C(C(=O)O)C=C3)N3CCOCC3)C(=CC(=C1)SC(C)C)Cl